COC1=C(C=C(C(=C1)C(F)(F)F)OC)C=1C=NC=CC1 3-(2,5-dimethoxy-4-(trifluoromethyl)phenyl)pyridine